FC1(CCC(CC1)NC(=O)C1=CC2=C(N=C(S2)N2CC3CCC(C2)N3C)C=C1)F N-(4,4-difluorocyclohexyl)-2-(8-methyl-3,8-diazabicyclo[3.2.1]octan-3-yl)benzo[d]thiazole-6-carboxamide